O=C1N[C@H]2[C@@H](OC1)CCN(C2)C(=O)OCC2=CC=CC=C2 (cis)-Benzyl 3-oxohexahydro-2H-pyrido[4,3-b][1,4]oxazine-6(7H)-carboxylate